5-(3-chloroisoquinolin-6-yl)thiazol-2-amine ClC=1N=CC2=CC=C(C=C2C1)C1=CN=C(S1)N